N-(2-((2-(1,3-dioxolan-2-yl)-3-((4-methoxybenzyl)oxy)phenyl)ethynyl)pyrimidin-4-yl)-5-isopropyl-8-(3-((methylsulfonyl)methyl)azetidin-1-yl)isoquinolin-3-amine O1C(OCC1)C1=C(C=CC=C1OCC1=CC=C(C=C1)OC)C#CC1=NC=CC(=N1)NC=1N=CC2=C(C=CC(=C2C1)C(C)C)N1CC(C1)CS(=O)(=O)C